FC(CN1C=NC(=C1C=1C=CC=2N(C1)C=CN2)C2=CC=C(C=C2)F)F 6-(1-(2,2-difluoroethyl)-4-(4-fluoro-phenyl)-1H-imidazol-5-yl)imidazo[1,2-a]pyridine